(7-(4-fluorobenzyl)-2-methyl-2,3-dihydro-1H-pyrido[2,3-b][1,4]oxazin-6-yl)methanone FC1=CC=C(CC2=CC3=C(OCC(N3)C)N=C2C=O)C=C1